2-[3-(1H-1,2,3,4-tetrazol-5-ylmethyl)phenyl]acetaldehyde N1N=NN=C1CC=1C=C(C=CC1)CC=O